NC1=C(C2=C(N(C(=N2)C)CCOC)C=C1)N1[C@@H](CCC1)CNC(OC(C)(C)C)=O tert-butyl (S)-((1-(5-amino-1-(2-methoxyethyl)-2-methyl-1H-benzo[d]imidazol-4-yl)pyrrolidin-2-yl)methyl)carbamate